2-amino-9-((2r,3r,4r,5r)-3,4-dihydroxy-5-(hydroxymethyl)tetrahydrofuran-2-yl)-7-propyl-7,9-dihydro-1H-purine-6,8-dione NC=1NC(C=2N(C(N(C2N1)[C@@H]1O[C@@H]([C@@H]([C@H]1O)O)CO)=O)CCC)=O